COC[C@@H](C(=O)OC)OC1=CC=C2C(=CC(OC2=C1)=O)C1=C(C=CC=C1)C methyl (S)-3-methoxy-2-((2-oxo-4-(o-tolyl)-2H-chromen-7-yl)oxy)propanoate